NCCNCCNCCN N,N'-Bis(2-amino-ethyl)ethane-1,2-diamine